N1C(=NC2=C1C=CC=C2)C2=CC(=NN2)NC(=O)C=2C=CC(=NC2)N2CCN(CC2)CC(=O)O 2-[4-[5-[[5-(1H-benzimidazol-2-yl)-1H-pyrazol-3-yl]carbamoyl]-2-pyridyl]piperazin-1-yl]acetic acid